ammonium di(nitroso) oxalate C(C(=O)ON=O)(=O)ON=O.[NH4+]